tert-Butyl (5-(5-(4-fluorobenzoyl)pyridin-2-yl)-7-(4-fluorophenyl)benzofuran-2-yl)methylcarbamate FC1=CC=C(C(=O)C=2C=CC(=NC2)C=2C=C(C3=C(C=C(O3)CNC(OC(C)(C)C)=O)C2)C2=CC=C(C=C2)F)C=C1